3-amino-N-[(2S)-6-{3,8-diazabicyclo[3.2.1]octan-3-yl}-5,8-difluoro-1,2,3,4-tetrahydronaphthalen-2-yl]-6-methylthieno[2,3-b]pyridine-2-carboxamide NC1=C(SC2=NC(=CC=C21)C)C(=O)N[C@@H]2CC1=C(C=C(C(=C1CC2)F)N2CC1CCC(C2)N1)F